N-((1s,4s)-4-((2-(2,6-dioxopiperidin-3-yl)-1,3-dioxoisoindolin-5-yl)amino)cyclohexyl)-5-(4-((7-ethyl-6-oxo-5,6-dihydro-1,5-naphthyridin-3-yl)methyl)piperazin-1-yl)picolinamide O=C1NC(CCC1N1C(C2=CC=C(C=C2C1=O)NC1CCC(CC1)NC(C1=NC=C(C=C1)N1CCN(CC1)CC=1C=NC=2C=C(C(NC2C1)=O)CC)=O)=O)=O